6-bromo-1,3-bis(4-methoxybenzyl)-1,3-dihydro-2H-imidazo[4,5-b]pyridin-2-one BrC=1C=C2C(=NC1)N(C(N2CC2=CC=C(C=C2)OC)=O)CC2=CC=C(C=C2)OC